C1C(CC12CCNCC2)N2CCC(CC2)C=2C=NN(C2)C2(CCC2)C(=O)NC2=C(C=C(C=C2)C(F)(F)F)Cl 1-(4-(1-(7-azaspiro[3.5]non-2-yl)piperidin-4-yl)-1H-pyrazol-1-yl)-N-(2-Chloro-4-(trifluoromethyl)phenyl)cyclobutane-1-carboxamide